ClC1=C(C=C(C(=C1)S(NC=1SC=CN1)(=O)=O)F)N1CC(CC1)CCC(=O)N(C)C 3-(1-(2-chloro-5-fluoro-4-(N-(thiazol-2-yl)sulfamoyl)phenyl)pyrrolidin-3-yl)-N,N-dimethylpropanamide